CN(CCC1=CNC=2C=CC=C(C12)O)C 3-[2-[methyl-(methyl)amino]ethyl]-1H-indol-4-ol